(methylene) carbonate C1(OCO1)=O